3-(3',5'-di-t-butyl-4'-hydroxyphenyl)propionic acid C(C)(C)(C)C=1C=C(C=C(C1O)C(C)(C)C)CCC(=O)O